tert-butyl (2-(4-(5-((4-amino-2-(sec-butoxy)imidazo[2,1-f][1,2,4]triazin-7-yl)methyl)-3-methylpyridin-2-yl)piperazin-1-yl)-2-oxoethyl)(methyl)carbamate NC1=NC(=NN2C1=NC=C2CC=2C=C(C(=NC2)N2CCN(CC2)C(CN(C(OC(C)(C)C)=O)C)=O)C)OC(C)CC